((5-chloro-6-(5-methoxypyrazin-2-yl)-1H-indol-2-yl)methyl)acetamide ClC=1C=C2C=C(NC2=CC1C1=NC=C(N=C1)OC)CCC(=O)N